(n-octyldimethylsilyl)-5-aza-2'-deoxycytidine C(CCCCCCC)[Si](C)(C)[C@@]1(C[C@H](O)[C@@H](CO)O1)N1C(=O)N=C(N)N=C1